6-(((R)-1-(4-chlorophenyl)-7-fluoro-1-((1S,3S)-3-hydroxycyclobutoxy)-5-(1-methyl-1H-pyrazole-4-carbonyl)-3-oxoisoindolin-2-yl)methyl)nicotinonitrile ClC1=CC=C(C=C1)[C@@]1(N(C(C2=CC(=CC(=C12)F)C(=O)C=1C=NN(C1)C)=O)CC1=NC=C(C#N)C=C1)OC1CC(C1)O